1-(4-aminocyclohexyl)urea NC1CCC(CC1)NC(=O)N